NC(C(C)(C)NC(C(=O)C1=C(C(=C2CCCCN12)C(=O)NC1=CC(=C(C=C1)F)C)C)=O)=O 3-(2-((1-amino-2-methyl-1-oxopropan-2-yl)amino)-2-oxoacetyl)-N-(4-fluoro-3-methylphenyl)-2-methyl-5,6,7,8-tetrahydroindolizine-1-carboxamide